C(C1=CC=CC=C1)C=1N(C(C2=C(C=C(C=C2C1)C)C)=O)S(=O)(=O)C1=CC=C(C=C1)[N+](=O)[O-] 3-Benzyl-6,8-dimethyl-2-((4-nitrophenyl)sulfonyl)isoquinolin-1(2H)-one